FC1=C(OC2=C(C=CC3=C2NC(=NS3(=O)=O)NCC3=NC=CC=C3F)F)C(=CC=C1)F 5-(2,6-difluorophenoxy)-6-fluoro-3-(((3-fluoropyridin-2-yl)methyl)amino)-4H-benzo[e][1,2,4]thiadiazine 1,1-dioxide